3,4-dimethyl-1-hexyl acrylate C(C=C)(=O)OCCC(C(CC)C)C